FC(C(C)(C)O)(F)C=1C(=C(C=CC1)[C@@H](C)NC1=NC(=NC2=CC3=C(C=C12)[C@](C(N3C)=O)(C)CC)C)F (S)-4-(((R)-1-(3-(1,1-difluoro-2-hydroxy-2-methylpropyl)-2-fluorophenyl)ethyl)amino)-6-ethyl-2,6,8-trimethyl-6,8-dihydro-7H-pyrrolo[3,2-g]quinazolin-7-one